Ethyl 1-methyl-3-{2-[(1,2,3-trimethyl-1H-indol-5-yl)amino]pyrimidin-4-yl}-1H-pyrazole-5-carboxylate CN1N=C(C=C1C(=O)OCC)C1=NC(=NC=C1)NC=1C=C2C(=C(N(C2=CC1)C)C)C